CC1=C2COC(C2=CC=C1[C@@H]1CN(CCN1)CC=1C=NN(C1)C1=NC=CC(=C1)N1C(OCC1)=O)=O (R)-3-(2-(4-((3-(4-methyl-1-oxo-1,3-dihydroisobenzofuran-5-yl)piperazin-1-yl)methyl)-1H-pyrazol-1-yl)pyridin-4-yl)oxazolidin-2-one